7-pyrazin-2-yl-1H-indole-3-sulfonyl chloride N1=C(C=NC=C1)C=1C=CC=C2C(=CNC12)S(=O)(=O)Cl